1H-benzo[d]imidazol-2-ol N1C(=NC2=C1C=CC=C2)O